gamma-glutamylcysteine ethyl ester C(C)OC([C@@H](NC(CC[C@H](N)C(=O)O)=O)CS)=O